methyl 2,6-diisocyanohexanoate [N+](#[C-])C(C(=O)OC)CCCC[N+]#[C-]